6-bromoquinoline-5-carbonitrile BrC1=C(C=2C=CC=NC2C=C1)C#N